N-(2-fluorophenyl)-DL-2,3-diaminopropionamide FC1=C(C=CC=C1)NC([C@@H](CN)N)=O |r|